OF.[Co].[Ni] nickel cobalt hydroxyl fluoride